silanamin [SiH3]N